N,N'-bis[(Z)-octadec-9-enyl]pentanediamide C(CCCCCCC\C=C/CCCCCCCC)NC(CCCC(=O)NCCCCCCCC\C=C/CCCCCCCC)=O